6-morpholin-4-ylmethyl-3H-quinazolin-4-one N1(CCOCC1)CC=1C=C2C(NC=NC2=CC1)=O